C(#N)C=1C(=NC=CC1)SCCC(C#N)C#N 2-[2-[(3-cyano-2-pyridinyl)sulfanyl]ethyl]malononitrile